ClC=1C=C2C(=CN1)NC(=C2)C(=O)N[C@H](C(=O)O)CC2=CC=CC=C2 (2S)-2-[(5-chloro-1H-pyrrolo[2,3-c]pyridine-2-carbonyl)amino]-3-phenylpropionic acid